(3S,4S)-4-cyclopropyl-4-(2-(5-cyclopropyl-4-fluoro-3,3-dimethyl-2-oxoindolin-1-yl)acetamido)-3-methylbutanoic acid C1(CC1)[C@H]([C@H](CC(=O)O)C)NC(CN1C(C(C2=C(C(=CC=C12)C1CC1)F)(C)C)=O)=O